C(#N)C=1C=NN2C1C(=CC(=C2)OCC)C=2C=CC(=NC2)N2CCC(CC2)(CC2=NC=CC=C2)NC(CN2CCOCC2)=O N-(1-(5-(3-cyano-6-ethoxypyrazolo[1,5-a]pyridin-4-yl)pyridin-2-yl)-4-(pyridin-2-ylmethyl)piperidin-4-yl)-2-morpholinoacetamide